2-[(6-{3-azabicyclo[3.1.0]hex-3-yl}-2-methylpyridin-3-yl)methyl]-2H-1,2,3,4-tetrazole-5-carboxylic acid ethyl ester C(C)OC(=O)C=1N=NN(N1)CC=1C(=NC(=CC1)N1CC2CC2C1)C